NC=1C(=NC=CC1)NC(C1=C(C=CC=C1)I)=O N-(3-amino-2-pyridyl)-2-iodobenzamide